FC1=C(C=CC(=C1)C1=NC=2C=NC(=NC2N(C1=O)C(C)C)N[C@@H]1CNC[C@H](C1)F)NS(=O)(=O)CC1=CC=CC=C1 N-(2-fluoro-4-(2-(((3S,5S)-5-fluoropiperidin-3-yl)amino)-8-isopropyl-7-oxo-7,8-dihydropteridin-6-yl)phenyl)-1-phenylmethanesulfonamide